2,2,2-trifluoro-1-phenylethanone O-(2,4,6-trimethylphenylsulfonyl)oxime CC1=C(C(=CC(=C1)C)C)S(=O)(=O)ON=C(C(F)(F)F)C1=CC=CC=C1